OCC(C(=O)O)(CC)CO 2,2-Bis(hydroxymethyl)butyric acid